8-methoxy-N,2,2-trimethyl-7-[3-(pyrrolidin-1-yl)propoxy]-1H,2H,3H-cyclopenta[c]quinolin-4-amine formate C(=O)O.COC1=CC=2C3=C(C(=NC2C=C1OCCCN1CCCC1)NC)CC(C3)(C)C